3-fluoro-2-(trifluoro-methyl)-6-vinylpyridine FC=1C(=NC(=CC1)C=C)C(F)(F)F